N[C@@H]1C2=CC(=CC=C2CC12CCN(CC2)C2=NC(=C(N=C2CO)C2=C(C(=CC=C2)Cl)Cl)C)NS(=O)(=O)C (S)-N-(1-amino-1'-(5-(2,3-dichlorophenyl)-3-(hydroxymethyl)-6-methylpyrazin-2-yl)-1,3-dihydrospiro[inden-2,4'-piperidin]-6-yl)methanesulfonamide